(1'R,2'R)-2'-(2-hydroxypropan-2-yl-1,1,1,3,3,3-d6)-5'-(methyl-d3)-4-pentyl-1',2',3',4'-tetrahydro-[1,1'-biphenyl]-2,6-diol OC(C([2H])([2H])[2H])(C([2H])([2H])[2H])[C@H]1[C@@H](C=C(CC1)C([2H])([2H])[2H])C=1C(=CC(=CC1O)CCCCC)O